N[C@H](C(=O)OCC)CC1=CC=C(C=C1)C1=CSC2=C1N=CN=C2O[C@@H](C(F)(F)F)C2=C(C=C(C=C2)Cl)N2N=C(C=C2)C ethyl (S)-2-amino-3-(4-(4-((R)-1-(4-chloro-2-(3-methyl-1H-pyrazole-1-yl)phenyl)-2,2,2-trifluoroethoxy)thieno[3,2-d]pyrimidine-7-yl)phenyl)propionate